6-((4-((2-Ethyl-4-(6-methylpyridin-2-yl)thiazol-5-yl)oxy)pyridin-2-yl)amino)-N-methylpicolinamide C(C)C=1SC(=C(N1)C1=NC(=CC=C1)C)OC1=CC(=NC=C1)NC1=CC=CC(=N1)C(=O)NC